(S)- and (R)-N-(4-(1-acetylpiperidin-4-yl)phenyl)-2-((4-chlorophenethyl)amino)-2-phenylacetamide C(C)(=O)N1CCC(CC1)C1=CC=C(C=C1)NC([C@H](C1=CC=CC=C1)NCCC1=CC=C(C=C1)Cl)=O |r|